C(C)(=O)N(C(C)=O)C=1C2=C(N=CN1)N1C(=C2C2=CC(=C(C=C2)OCC2=NC=CC(=N2)C)F)NCC1 N-acetyl-N-(5-(3-fluoro-4-((4-methylpyrimidin-2-yl)methoxy)phenyl)-7,8-dihydro-6H-imidazo[1',2':1,5]pyrrolo[2,3-d]pyrimidin-4-yl)acetamide